2,4-dichloro-6-[2-{4-(1,1-difluoroethyl)-2,6-dimethylphenyl}hydrazino]-5-(dimethoxymethyl)pyrimidine ClC1=NC(=C(C(=N1)Cl)C(OC)OC)NNC1=C(C=C(C=C1C)C(C)(F)F)C